4,7,8,9-tetrahydroindene C1C=CCC2C1CC=C2